NC(C)(C)C1=CC=C(C=C1)N1C2=C(OCC1)C=C(C=N2)C(=O)N2CCCCC2 (4-(4-(2-aminoprop-2-yl)phenyl)-3,4-dihydro-2H-pyrido[3,2-b][1,4]oxazin-7-yl)(piperidin-1-yl)methanone